C(#N)CC1(OC2=C(C1)C=C(C=C2\C(\C)=N\[S@](=O)C(C)(C)C)F)C (R)-N-((E)-1-(2-(cyanomethyl)-5-fluoro-2-methyl-2,3-dihydrobenzofuran-7-yl)ethylidene)-2-methylpropane-2-sulfinamide